2,4,4'-trimethoxybenzophenone COC1=C(C(=O)C2=CC=C(C=C2)OC)C=CC(=C1)OC